5-morpholino-7-[(2E)-2-(m-tolylmethylene)hydrazino]-N-pyrrolidin-3-yl-imidazo[1,2-c]pyrimidine-2-carboxamide O1CCN(CC1)C1=NC(=CC=2N1C=C(N2)C(=O)NC2CNCC2)N/N=C/C=2C=C(C=CC2)C